COC=1C=C(C=NC1)NC(=O)C=1C=CC(=C(C1)NC(=O)C1=CN=CN1C)C N-{5-[(5-methoxypyridin-3-yl)carbamoyl]-2-methylphenyl}-1-methyl-1H-imidazole-5-carboxamide